tert-butyl 6-[3,5-dichloro-4-[8-(2-fluoro-4-methoxycarbonyl-5-morpholin-4-ylphenyl)-2,4-dihydro-1,3-benzoxazine-3-carbonyl] phenyl]-2,6-diazaspiro[3.3]heptane-2-carboxylate ClC=1C=C(C=C(C1C(=O)N1COC2=C(C1)C=CC=C2C2=C(C=C(C(=C2)N2CCOCC2)C(=O)OC)F)Cl)N2CC1(CN(C1)C(=O)OC(C)(C)C)C2